The molecule is a member of the class of coumarins that is coumarin substituted by a 4-chlorophenyl group at position 3. It is a member of coumarins and a member of monochlorobenzenes. It derives from a coumarin. C1=CC=C2C(=C1)C=C(C(=O)O2)C3=CC=C(C=C3)Cl